O=C1N(CC(N1)C#CC)C(=O)[O-] 2-oxo-4-(prop-1-yn-1-yl)imidazolidinecarboxylate